cycloheptyl-ethylene C1(CCCCCC1)C=C